(Z)-N'-(3-(2-methoxyethyl)-7-morpholino-3H-imidazo[4,5-b]pyridin-5-yl)-3-methylbenzohydrazonamide COCCN1C=NC=2C1=NC(=CC2N2CCOCC2)N\N=C(\C2=CC(=CC=C2)C)/N